thymyl cyclopropylacetate C1(CC1)CC(=O)OC1=CC(C)=CC=C1C(C)C